OC=1C=CC(=C(C1)CC(=O)N(C)C)OC 2-(5-hydroxy-2-methoxyphenyl)-N,N-dimethylacetamide